FC1=C(OC2=C(C=C(C=C2)N2C(NC(CC2=O)(C)C)=O)C=2C3=C(C(N(C2)C)=O)NC=C3)C=CC(=C1)F 3-(4-(2,4-difluorophenoxy)-3-(6-methyl-7-oxo-6,7-dihydro-1H-pyrrolo[2,3-c]pyridin-4-yl)phenyl)-6,6-dimethyldihydropyrimidine-2,4(1H,3H)-dione